bicyclo(2.2.1)heptene C12=CCC(CC1)C2